SCCO[SiH](OC)OC 2-mercaptoethoxydimethoxysilane